The molecule is a morphinane-like compound that is a semi-synthetic opioid synthesized from codeine. It has a role as a mu-opioid receptor agonist, an opioid analgesic and an antitussive. It is an organic heteropentacyclic compound and a morphinane-like compound. It derives from a hydride of a morphinan. CN1CC[C@]23[C@@H]4[C@H]1CC5=C2C(=C(C=C5)OC)O[C@H]3C(=O)CC4